NC1=CC=C(C=C1)C1=NC(=NC=C1)N(S(=O)(=O)CCC1=CC=CC=C1)C=1C=NN(C1)C N-(4-(4-aminophenyl)pyrimidin-2-yl)-N-(1-methyl-1H-pyrazol-4-yl)-2-phenylethane-1-sulfonamide